5-cyclopropyl-3-(2,6-dichlorophenyl)-4-((pyrrolidin-3-yloxy)methyl)isoxazole C1(CC1)C1=C(C(=NO1)C1=C(C=CC=C1Cl)Cl)COC1CNCC1